C(C1=CC=CC=C1)N1N=CC(=C1C)C(CN1C(C(=CC=C1)C=C)=O)=O 1-(2-(1-benzyl-5-methyl-1H-pyrazol-4-yl)-2-oxoethyl)-3-vinylpyridin-2(1H)-one